(S)-2-(((((9H-fluoren-9-yl) methoxy) carbonyl) amino)-5-(tert-butylamino)-5-oxopentanoyl)-1-isobutyl-7-methoxy-2,3,4,9-tetrahydro-1H-pyrido[3,4-b]indole-3-carboxylate C1=CC=CC=2C3=CC=CC=C3C(C12)COC(=O)NC(C(=O)N1[C@H](C=2NC3=CC(=CC=C3C2CC1C(=O)[O-])OC)CC(C)C)CCC(=O)NC(C)(C)C